COC=1C=C(C(=C)C(F)(F)F)C=CC1 3-methoxy-α-(trifluoromethyl)styrene